C(=O)(OC(C)(C)C)N[C@@H](CCCN(C(N)=N)[N+](=O)[O-])C(=O)O N-Boc-N'-nitro-L-arginine